CC1=NOC(=C1C1=CC(=C(C=C1)NC1N(CCCC1)C(=O)[O-])NC(=O)C1NC(CCC1)=O)C ((4-(3,5-dimethylisoxazol-4-yl)-2-(6-oxopiperidine-2-carboxamido)phenyl)amino)piperidine-1-carboxylate